N-(heptadecan-9-yl)-2-oxo-2,3-dihydro-1H-benzo[d]Imidazole-4-carboxamide CCCCCCCCC(CCCCCCCC)NC(=O)C1=CC=CC=2NC(NC21)=O